COC1=CC=C(COCS)C=C1 (((4-methoxybenzyl)oxy)methyl)(sulfane)